dichlorobis[di-tert-butyl-(4-dimethylaminophenyl)phosphino]palladium Cl[Pd](P(C(C)(C)C)(C(C)(C)C)C1=CC=C(C=C1)N(C)C)(P(C1=CC=C(C=C1)N(C)C)(C(C)(C)C)C(C)(C)C)Cl